methyl 3-bromo-1-cyclobutyl-4-fluoropyrrolo[2,3-b]pyridine-5-carboxylate BrC1=CN(C2=NC=C(C(=C21)F)C(=O)OC)C2CCC2